FC1=C(CNC2=NC(=NC=C2C(=O)N)NC=2C=NN(C2)CC2CCOCC2)C(=CC=C1)F 4-((2,6-difluorobenzyl)amino)-2-((1-((tetrahydro-2H-pyran-4-yl)methyl)-1H-pyrazol-4-yl)amino)pyrimidin-5-carboxamide